(3-chloro-pyridin-4-yl)-hydrazine ClC=1C=NC=CC1NN